2-butyl-7-iodo-6-methyl-1H-imidazo[4,5-c]pyridin-4-amine C(CCC)C=1NC2=C(C(=NC(=C2I)C)N)N1